3-methyl-1,7,8-trihydroxy-6-methoxy-anthraquinone CC=1C=C(C=2C(C3=C(C(=C(C=C3C(C2C1)=O)OC)O)O)=O)O